(S)-1-(3-(benzo[d][1,3]dioxol-4-yloxy)-3-(5-bromothiophen-2-yl)propyl)-4-ethylpiperazine O1COC2=C1C=CC=C2O[C@@H](CCN2CCN(CC2)CC)C=2SC(=CC2)Br